OC1=CC(NC2=NC(=CC=C12)C1=C(C=C(C=C1C)C)OC)=O 4-hydroxy-7-(2-methoxy-4,6-dimethyl-phenyl)-1H-1,8-naphthyridin-2-one